ClC=1C=C(SC1)C=O 4-CHLOROTHIOPHENE-2-CARBALDEHYDE